C(C1=CC=CC=C1)OC=1C=C2C(C(=NC2=CC1)C1=CC=C(C=C1)OCC1=CC=CC=C1)(C)CC1=CC=C(OCCCCN2CCN(CC2)C(COC=2C=CC=C3C(=NN(C23)C)C2C(NC(CC2)=O)=O)=O)C=C1 3-(7-(2-(4-(4-(4-((5-(Benzyloxy)-2-(4-(benzyloxy)phenyl)-3-methyl-3H-indol-3-yl)methyl)phenoxy)butyl)piperazin-1-yl)-2-oxoethoxy)-1-methyl-1H-indazol-3-yl)piperidine-2,6-dione